C(C1CCC(CC1)N=C=O)C1CCC(CC1)N=C=O methylenebis(p-cyclohexyl) isocyanate